1,5-Octadien C=CCCC=CCC